S1C=CC(=C1)C=O 4-thiophenealdehyde